COC1=CC=C(C=C1)[C@@H]1[C@@H](CN(CC1)C(=O)O)COS(=O)(=O)C |r| (+/-)-cis-4-(4-methoxyphenyl)-3-{[(methylsulfonyl)oxy]-methyl}piperidine-1-carboxylic acid